ClC1=CC=C(C2=C1C=C(O2)F)COC=2C(=NC=C(C2)F)C2CCNCC2 4-(3-((4-chloro-2-fluorobenzofuran-7-yl)methoxy)-5-fluoropyridin-2-yl)piperidine